N1(C=NC=C1)C1=CC(=CC(=N1)C(=O)NC=1C=NC(=CC1)C(F)(F)F)OCCOC 6-(1H-imidazol-1-yl)-4-(2-methoxyethoxy)-N-(6-(trifluoromethyl)pyridin-3-yl)picolinamide